C(CCCCCCC)C=1C(=C(C(=C(C(=O)O)C1)C)C)N octyldimethyl-para-aminobenzoic acid